BrC=1C=CC(=C(C1)N1CCC(CC1)C1(CC1)CCCN(C1=CC=CC(=N1)C(=O)OC)CC1=CC=C(C=C1)OC)[N+](=O)[O-] methyl 6-((3-(1-(1-(5-bromo-2-nitrophenyl)piperidin-4-yl)cyclopropyl)propyl)(4-methoxybenzyl)-amino)picolinate